2-hydrazino-N,N-diphenylquinazolin-4-amine N(N)C1=NC2=CC=CC=C2C(=N1)N(C1=CC=CC=C1)C1=CC=CC=C1